(R)-2-ethyl-1-(propionyl)piperazine hydrochloride Cl.C(C)[C@H]1N(CCNC1)C(CC)=O